(S)-(1-(2-(1-(cyclopropylmethyl)-7-hydroxy-1H-indol-2-yl)-3-methyl-8-oxo-3,5,6,8-tetrahydro-7H-imidazo[4,5-b][1,6]naphthyridin-7-yl)-3-fluoropropane-2-yl)carbamic acid tert-butyl ester C(C)(C)(C)OC(N[C@@H](CN1C(C=2C=C3C(=NC2CC1)N(C(=N3)C=3N(C1=C(C=CC=C1C3)O)CC3CC3)C)=O)CF)=O